2,5-dimethylbenzene phosphate P(=O)(O)(O)O.CC1=CC=C(C=C1)C